tert-Butyl 3-[2-[5-[(3-methyloxetan-3-yl)methoxy]benzimidazol-1-yl]-8-quinolyl]pyrrolidine-1-carboxylate CC1(COC1)COC1=CC2=C(N(C=N2)C2=NC3=C(C=CC=C3C=C2)C2CN(CC2)C(=O)OC(C)(C)C)C=C1